C1(=CC=C(C=C1)C1=NC=NC=N1)C 4-tolyl-1,3,5-triazine